2-(iodomethyl)naphthalene ICC1=CC2=CC=CC=C2C=C1